C(C)(C)(C)OC(=O)N1C[C@H](CC1)[C@@H](C(=O)OC(C)(C)C)CC1=CC=C(C=C1)CC=C (3R)-3-[(2S)-1-(tert-butoxy)-1-oxo-3-[4-(prop-2-en-1-yl)phenyl]prop-2-yl]pyrrolidine-1-carboxylic acid tert-butyl ester